C1C=C(C=C2C=CC3=C4C=CC=C4C=CC3=C12)OC(N(CCCCCCCC(C)(C)NC(=O)OCC1=CC=C(C=C1)OC)CCC(C)(C)NC(=O)OC(C)(C)C)=O.CC(CCCCC)C (R)-6-methylheptan 1H-cyclopenta[a]phenanthren-3-yl-(3-((tert-butoxycarbonyl)amino)-3-methylbutyl)(8-((((4-methoxybenzyl)oxy)carbonyl)amino)-8-methylnonyl)carbamate